1-(2'-amino-4'-fluoro-5'-chloro-phenyl)-1-ethanol NC1=C(C=C(C(=C1)F)Cl)C(C)O